(1R,3S)-3-(3-{[(5-methyl-1,3,4-oxadiazol-2-yl)acetyl]amino}-1H-pyrazol-5-yl)cyclopentyl(1-methylcyclobutyl)carbamate CC1=NN=C(O1)CC(=O)NC1=NNC(=C1)[C@@H]1C[C@@H](CC1)N(C([O-])=O)C1(CCC1)C